1-[4-[2-(4-methylpiperazin-1-yl)-2-oxo-ethyl]thiazol-2-yl]-3-(4-prop-2-ynoxyphenyl)urea CN1CCN(CC1)C(CC=1N=C(SC1)NC(=O)NC1=CC=C(C=C1)OCC#C)=O